C(CCCCCC)C1=CC=C(C=C1)C1=CC=C(C=C1)C#N 4'-heptylbiphenyl-4-carbonitrile